tert-butyl (2-(3-((2-oxo-2-((4-(3-(pyridin-4-yl)phenyl)thiazol-2-yl)amino)ethyl)carbamoyl)phenyl)propan-2-yl)carbamate O=C(CNC(=O)C=1C=C(C=CC1)C(C)(C)NC(OC(C)(C)C)=O)NC=1SC=C(N1)C1=CC(=CC=C1)C1=CC=NC=C1